ClC1=C(C(=CC=C1Cl)F)C1(CNC1)NC=1C=CC2=C(N(N=C2C1)CC(=O)OCC)C(F)(F)F ethyl 2-(6-{[3-(2,3-dichloro-6-fluorophenyl)azetidin-3-yl]amino}-3-(trifluoromethyl) indazol-2-yl)acetate